CC(C)(CCC(C)(OOC(C1=CC=CC=C1)=O)C)OOC(C1=CC=CC=C1)=O 2,5-dimethyl-2,5-di(benzoylperoxy)Hexane